2-(2,6-dimethylpyridin-4-yl)-3-isopropyl-5-(1-((6-methylpyridin-3-yl)methyl)piperidin-4-yl)-1H-indole CC1=NC(=CC(=C1)C=1NC2=CC=C(C=C2C1C(C)C)C1CCN(CC1)CC=1C=NC(=CC1)C)C